C(CC)N1CC=NC2=CC=CC=C12 1-propylquinoxaline